methyl 9-(5-(chlorocarbonyl)-2-(difluoromethoxy)phenoxy)nonanoate ClC(=O)C=1C=CC(=C(OCCCCCCCCC(=O)OC)C1)OC(F)F